C(C1=CC=CC=C1)N1CC(CCC1)C1=CC=NC=2N1N=C(C2COC2=CC=CC=C2)C 7-(1-Benzylpiperidin-3-yl)-2-methyl-3-(phenoxymethyl)pyrazolo[1,5-a]pyrimidine